Z-L-glycine ethyl ester C(C)OC(CN)=O